((2'-(isoindolin-2-yl)-[2,4'-bipyrimidine]-4-yl)ethynyl)-1H-indazole C1N(CC2=CC=CC=C12)C1=NC=CC(=N1)C1=NC=CC(=N1)C#CN1N=CC2=CC=CC=C12